2-(4-((5-Chloro-7-cyclopropyl-4-(methylamino)pyrrolo[2,1-f][1,2,4]triazin-2-yl)amino)-3-methyl-1H-pyrazol-1-yl)-2-methylpropanenitrile ClC=1C=C(N2N=C(N=C(C21)NC)NC=2C(=NN(C2)C(C#N)(C)C)C)C2CC2